C(C)(C)(C)OC(=O)N1CCC2(C[C@H](CO2)N2C=NC3=CC=C(C=C3C2=O)OC2=C(C(=CC=C2F)NS(=O)(=O)N2CCCCC2)C#N)CC1.CC(C=O)(C)C1=CN(C2=CC=CC=C12)C 2-methyl-2-(1-methyl-1H-indol-3-yl)propanal tert-butyl-(3R)-3-[6-[2-cyano-6-fluoro-3-(1-piperidylsulfonylamino)phenoxy]-4-oxo-quinazolin-3-yl]-1-oxa-8-azaspiro[4.5]decane-8-carboxylate